C(C=C)OC(C=1C(C(=O)OCC=C)=CC=CC1)=O.C(CC(C)C)NS(=O)(=O)C1=CC(=CC=C1)NC1=CC=C(C=C1)\C=C\C1=NC=CC=C1 (E)-N-isopentyl-3-((4-(2-(pyridin-2-yl)vinyl)phenyl)amino)benzenesulfonamide diallyl-phthalate